2-[1-[6-Methyl-2-[2-(4-methylsulfonylphenyl)morpholin-4-yl]-4-oxo-chromen-8-yl]ethylamino]benzoic acid CC=1C=C2C(C=C(OC2=C(C1)C(C)NC1=C(C(=O)O)C=CC=C1)N1CC(OCC1)C1=CC=C(C=C1)S(=O)(=O)C)=O